4-(bis(4H-benzo[d][1,3]dioxin-6-yl)methyl)-N-ethyl-N-isopropylpiperazine-1-carboxamide O1COCC2=C1C=CC(=C2)C(N2CCN(CC2)C(=O)N(C(C)C)CC)C2=CC1=C(OCOC1)C=C2